(2S)-5-(dimethylamino)-2-[9H-fluoren-9-ylmethoxycarbonyl(methyl)amino]-5-oxo-pentanoic acid CN(C(CC[C@@H](C(=O)O)N(C)C(=O)OCC1C2=CC=CC=C2C=2C=CC=CC12)=O)C